aminomethyl-tert-butanoic acid NCC(C(=O)O)(C)C